ClC1=C(C=CC(=C1)F)CN1CC2(C1)CCN(CC2)C(=O)N2CC(CC2)C2=NN=CN2 [2-[(2-Chloro-4-fluoro-phenyl)methyl]-2,7-diazaspiro[3.5]nonan-7-yl]-[3-(4H-1,2,4-triazol-3-yl)pyrrolidin-1-yl]methanone